C(C)(C)(C)NCC1=CC=CC=C1 tert-butyl-Benzylamine